Glyceryl Diphosphate O(P([O-])(=O)OP(=O)([O-])[O-])CC(O)CO